1-(4-methoxybenzyl)-N4-(m-tolyl)-N1-(3,4,5-trimethoxyphenyl)terephthalamide COC1=CC=C(CC2(C(=O)NC3=CC(=C(C(=C3)OC)OC)OC)CC=C(C(=O)NC=3C=C(C=CC3)C)C=C2)C=C1